OC[C@@H](CCCC)NC1=NC=C(C(=N1)C1=CNC2=C(C=CC=C12)P(C)(C)=O)C(F)(F)F (R)-(3-(2-((1-Hydroxyhexane-2-yl)amino)-5-(trifluoromethyl)pyrimidin-4-yl)-1H-indole-7-yl)dimethyl-phosphine oxide